CC1=C(C(=O)N[C@H](C)C2=CC(=NC3=CC=CC=C23)C=2C=NN(C2)C)C=C(C=C1)OCC1CN(C1)C (R)-2-methyl-N-(1-(2-(1-methyl-1H-pyrazol-4-yl)quinolin-4-yl)ethyl)-5-((1-methylazetidin-3-yl)methoxy)benzamide